lithium trans-muconate C(\C=C\C=C\C(=O)[O-])(=O)[O-].[Li+].[Li+]